2-(2-((2-aminothiazolo[4,5-b]pyrazin-6-yl)(methyl)amino)ethyl)isothiazolidine NC=1SC=2C(=NC=C(N2)N(CCN2SCCC2)C)N1